(E)-3-(3-(4-methylpiperazinyl)phenyl)-1-(5-hydroxy-7-methoxy-2,2-dimethyl-2H-benzopyran-6-yl)prop-2-en-1-one CN1CCN(CC1)C=1C=C(C=CC1)/C=C/C(=O)C=1C(=CC2=C(C=CC(O2)(C)C)C1O)OC